C(C1=CC=CC=C1)C1=NN=C(O1)C(=O)N[C@@H]1C(N(C2=C(OC1)C=CC=N2)C)=O (S)-5-benzyl-N-(5-methyl-4-oxo-2,3,4,5-tetrahydropyrido[3,2-b][1,4]oxazepin-3-yl)-1,3,4-oxadiazole-2-carboxamide